CN1C=NC2=C(N=C(N=C21)NCCO)NCC3=CC=CC=C3 The molecule is a 9H-purine that is substituted by a (2-hydroxyethyl)nitrilo, benzylnitrilo and a methyl group at positions 2,6 and 9, respectively. It is a cyclin-dependent kinase inhibitor. It has a role as an EC 2.7.11.22 (cyclin-dependent kinase) inhibitor. It is a member of 2,6-diaminopurines and a member of ethanolamines.